rac-tert-butyl ((3-sulfamoyl-6,7-dihydro-5H-pyrazolo[5,1-b][1,3]oxazin-6-yl)methyl)carbamate S(N)(=O)(=O)C=1C=NN2C1OC[C@@H](C2)CNC(OC(C)(C)C)=O |r|